(3-fluorophenyl)-3-(3-fluoro-5-trifluoromethoxyphenyl)urea FC=1C=C(C=CC1)NC(=O)NC1=CC(=CC(=C1)OC(F)(F)F)F